tert-butyl 2,4-dioxo-3-(4-(trifluoromethyl)pyridin-2-yl)-1,3,8-triazaspiro[4.5]decane-8-carboxylate O=C1NC2(C(N1C1=NC=CC(=C1)C(F)(F)F)=O)CCN(CC2)C(=O)OC(C)(C)C